(E)-1-(2'-fluoro-4'-(trifluoromethoxy)-[1,1'-biphenyl]-4-yl)-3-(quinoxalin-6-yl)prop-2-en-1-one FC1=C(C=CC(=C1)OC(F)(F)F)C1=CC=C(C=C1)C(\C=C\C=1C=C2N=CC=NC2=CC1)=O